8-chloro-2-(4-(trifluoromethoxy)phenoxy)quinoline ClC=1C=CC=C2C=CC(=NC12)OC1=CC=C(C=C1)OC(F)(F)F